1-butylpyrrolidine C(CCC)N1CCCC1